6-methoxy-4-methylbenzene COC1=CC(=CC=C1)C